C(C1=CC=CC=C1)NC(=O)C1CC(C1)O (1R,3r)-N-benzyl-3-hydroxycyclobutanecarboxamide